CC1=C(C=NC=2OCCNC21)N2CC=1N=C(N=CC1CC2)NC2=CC=C(C=C2)CS(=O)(=O)N {4-[(7-{8-methyl-1H,2H,3H-pyrido[2,3-b][1,4]oxazin-7-yl}-5H,6H,7H,8H-pyrido[3,4-d]pyrimidin-2-yl)amino]phenyl}methanesulfonamide